(±)-N-(8-(3-hydroxy-3-methylbut-1-yn-1-yl)-1-(methyl-d3)-2-oxo-2,3,4,5-tetrahydro-1H-benzo[b]azepin-3-yl)-4-phenoxypyridine-2-carboxamide OC(C#CC=1C=CC2=C(N(C([C@@H](CC2)NC(=O)C2=NC=CC(=C2)OC2=CC=CC=C2)=O)C([2H])([2H])[2H])C1)(C)C |r|